[Co](Cl)Cl.N1=CC=CC=C1 pyridine cobalt chloride